5-(2-((5-(4-(diethylamino)piperidin-1-yl)pyridin-2-yl)amino)-5-fluoropyrimidin-4-yl)-N,4-dimethylthiazol-2-amine C(C)N(C1CCN(CC1)C=1C=CC(=NC1)NC1=NC=C(C(=N1)C1=C(N=C(S1)NC)C)F)CC